[4-(1H-tetrazol-5-yl)phenyl]boronic acid N1N=NN=C1C1=CC=C(C=C1)B(O)O